6-(1-amino-1,3-dihydrospiro[indene-2,4'-piperidin]-1'-yl)-3-(3,4-dichloro-2-methyl-2H-indazol-5-yl)-1H-pyrazolo[3,4-d]pyrimidine-4-carboxamide NC1C2=CC=CC=C2CC12CCN(CC2)C2=NC(=C1C(=N2)NN=C1C1=C(C2=C(N(N=C2C=C1)C)Cl)Cl)C(=O)N